ClC1=CC=C2C(=NC=NC2=C1)NC(CCCN(CCO)C1=CC=C(C=C1)S(=O)(=O)C)C 2-((4-((7-Chloroquinazolin-4-yl)amino)pentyl)(4-(methylsulfonyl)phenyl)amino)ethan-1-ol